C(CCCCC#C)N1N=C(C2=CC=C(C=C12)C(=O)N)C 1-(hept-6-yn-1-yl)-3-methyl-1H-indazole-6-carboxamide